2-[4-(2,2-dicyano-1-hydroxy-vinyl)phenyl]propanoic acid methyl ester COC(C(C)C1=CC=C(C=C1)C(=C(C#N)C#N)O)=O